2,7-dichloro-N-(2-fluorobenzyl)pyrrolo[2,1-f][1,2,4]triazin-4-amine ClC1=NN2C(C(=N1)NCC1=C(C=CC=C1)F)=CC=C2Cl